PIPERIDINOBENZODIAZEPINE N1(CCCCC1)C1=NNC2=C(C=C1)C=CC=C2